N-(3-(3,3-difluorocyclobutyl)-1-(2-hydroxy-2-methylpropyl)-4-methyl-1H-pyrazol-5-yl)-2-(1-(trifluoromethyl)cyclopropyl)acetamide FC1(CC(C1)C1=NN(C(=C1C)NC(CC1(CC1)C(F)(F)F)=O)CC(C)(C)O)F